C(C1=CC=CC=C1)OC(=O)NC(C(=O)OCC1=CC=CC=C1)CNC(=O)C1=CC2=NC=CC(=C2S1)C benzyl 2-(((benzyloxy)carbonyl)amino)-3-(7-methylthieno[3,2-b]pyridine-2-carboxamido)propanoate